(S)-N-(6-(3-hydroxypyrrolidin-1-yl)-1-phenyl-1H-pyrazolo[3,4-d]pyrimidin-4-yl)-5-nitrothiophene-2-carboxamide O[C@@H]1CN(CC1)C1=NC(=C2C(=N1)N(N=C2)C2=CC=CC=C2)NC(=O)C=2SC(=CC2)[N+](=O)[O-]